CC1=NNC(=C1C(=O)NC1=CC=CC=C1)C 3,5-dimethylpyrazole-4-carboxanilide